Diethyl 4-methyl-1-[2-(2-naphthyl)-2-oxoethyl]-1H-pyrazole-3,5-dicarboxylate CC=1C(=NN(C1C(=O)OCC)CC(=O)C1=CC2=CC=CC=C2C=C1)C(=O)OCC